3-hexenyldimethylethoxysilane C(CC=CCC)[Si](OCC)(C)C